[C@@H]1([C@H](O)[C@@H](O)[C@H](O)[C@H](O1)CO)C1=CC=C(C=C1)C=1C2=CC=C(N2)C(=C2C=CC(C(=C3C=CC(=C(C=4C=CC1N4)C4=CC=C(C=C4)[C@H]4[C@H](O)[C@@H](O)[C@H](O)[C@H](O4)CO)N3)CCCCCCCCCCC)=N2)CCCCCCCCCCC 5,10-di-(para-β-D-glucosyl-phenyl)-15,20-di(undecanyl)-porphyrin